C(#N)C=1C=C(C=CC1C)S(=O)(=O)N1CCC2(CC(CO2)NC[C@@H](COC=2C=C(C=CC2)S(=O)(=O)NC)O)CC1 3-((2S)-3-(8-(3-cyano-4-methylphenylsulfonyl)-1-oxa-8-azaspiro[4.5]dec-3-ylamino)-2-hydroxypropoxy)-N-methylbenzenesulfonamide